ClC=1C=C(C=CC1F)NC(=O)C=1N(C=C2C1CCC2NC(OCC=2N=NN(C2)C)=O)C (1-methyl-1H-1,2,3-triazol-4-yl)methyl (1-((3-chloro-4-fluorophenyl)carbamoyl)-2-methyl-2,4,5,6-tetrahydrocyclopenta[c]pyrrol-4-yl)carbamate